2-(4-(3-amino-1H-indazol-6-yl)-1H-pyrazol-1-yl)-N-(4-chloro-3-(trifluoromethyl)phenyl)acetamide NC1=NNC2=CC(=CC=C12)C=1C=NN(C1)CC(=O)NC1=CC(=C(C=C1)Cl)C(F)(F)F